ClC1=CC=C(C=C1)C=1C(=NN2C1N=C(C=C2N2CCC(CC2)(C(=O)N)OCC)OCC(C)(C)O)C=2C=NC(=CC2)C#N 1-[3-(4-chlorophenyl)-2-(6-cyano-3-pyridyl)-5-(2-hydroxy-2-methyl-propoxy)pyrazolo[1,5-a]pyrimidin-7-yl]-4-ethoxy-piperidine-4-carboxamide